C(C)OC(CCCCCOC=1C2=C(C=3N=C(C(N(C3C1)C(C)=O)=O)C(C)C)C=CC=C2)=O 6-((4-Acetyl-2-isopropyl-3-oxo-3,4-dihydrobenzo[f]quinoxalin-6-yl)oxy)hexanoic acid ethyl ester